(2r,4r)-2-((S)-6-(4-(trifluoromethyl)phenyl)-2-azaspiro[3.4]octane-2-carbonyl)-5-azaspiro[3.4]octane-6-one FC(C1=CC=C(C=C1)[C@@H]1CC2(CN(C2)C(=O)C2CC3(C2)NC(CC3)=O)CC1)(F)F